FC(CN1N=CC2=C1N=C(N(C2=O)CC)N2CC1(CN(C1)C1=CC(=NC=C1)C(F)(F)F)CC2)F 1-(2,2-difluoroethyl)-5-ethyl-6-(2-(2-(trifluoromethyl)pyridin-4-yl)-2,6-diazaspiro[3.4]octan-6-yl)-1,5-dihydro-4H-pyrazolo[3,4-d]pyrimidin-4-one